6-phenyl-4-(((trifluoromethyl)sulfonyl)oxy)-3,6-dihydropyridine-1(2H)-carboxylic acid benzyl ester C(C1=CC=CC=C1)OC(=O)N1CCC(=CC1C1=CC=CC=C1)OS(=O)(=O)C(F)(F)F